l-r-4-(chloromethyl)phenoxyl-3,3-dimethyl-butan-2-one ClCC1=CC=C(OCC(C(C)(C)C)=O)C=C1